OC1=CC=2N(C3=CC(=C(C=C3C2C=C1O)O)O)C=1C=C2C(C(C3=CC(=CCC3=C2CC1)N1C2=CC(=C(C=C2C=2C=C(C(=CC12)O)O)O)O)=O)=O 2,7-bis(2,3,6,7-tetrahydroxy-9H-carbazole-9-yl)-4,5-dihydrophenanthrene-9,10-dione